((5-chloro-8-hydroxyquinolin-7-yl)(pyridin-3-yl)methyl)cyclopropanecarboxamide ClC1=C2C=CC=NC2=C(C(=C1)C(C=1C=NC=CC1)C1(CC1)C(=O)N)O